C(CCCCCCCCCCCCCCCC)=O Margaraldehyde